[Cl-].C[N+](CCC[Si](OC)(OC)OC)(CCCCCCCCCCCCCCCCCC)C Dimethyloctadecyl-[(3-(trimethoxysilyl)propyl)]Ammonium chloride